CC(C)(C)[S@@](=O)NC(C)C1=CC(=CC=2C=3N(C(=NC12)C1=CC=CC=C1)C=NN3)C (R)-2-methyl-N-(1-{9-methyl-5-phenyl-[1,2,4]triazolo[4,3-c]quinazolin-7-yl}ethyl)propane-2-sulfinamide